CC1(OCC(O1)CN1CC=2C=CC(=NC2CC1)COC=1C=C(C=2N(N1)C(=NN2)C2=NOC(=C2)C)OC)C 3-(6-((6-((2,2-Dimethyl-1,3-dioxolan-4-yl)methyl)-5,6,7,8-tetrahydro-1,6-naphthyridin-2-yl)methoxy)-8-methoxy-[1,2,4]triazolo[4,3-b]pyridazin-3-yl)-5-methylisoxazole